(S)-benzyl 3-((tert-butoxycarbonyl) ((S)-2-hydroxy-3-(3-(methylsulfonyl) phenoxy) propyl) amino)-1-oxa-8-azaspiro[4.5]decane-8-carboxylate C(C)(C)(C)OC(=O)N([C@@H]1COC2(C1)CCN(CC2)C(=O)OCC2=CC=CC=C2)C[C@@H](COC2=CC(=CC=C2)S(=O)(=O)C)O